ClC=1C(=NC=C(C(=O)O)C1)N1CCN(CC1)C(=NO)C1=C(C=CC=C1Cl)Cl 5-Chloro-6-(4-((2,6-dichlorophenyl)(hydroxyimino)methyl)piperazin-1-yl)nicotinic acid